FC=1C=C(C=CC1C=1N=C2SC3=C(N2C1)C=CC(=C3)C(NCCCN3CCC(CC3)F)=O)[C@@H]3N(CCC3)C(=O)OC(C)(C)C tert-butyl (R)-2-(3-fluoro-4-(7-((3-(4-fluoropiperidin-1-yl)propyl)carbamoyl)benzo[d]imidazo[2,1-b]thiazol-2-yl)phenyl)pyrrolidine-1-carboxylate